C(CCCCCCCC)(=O)[O-].[Co+2].C(CCCCCCCC)(=O)[O-] cobalt pelargonate